C1(CC1)C(C=1C=C(C(=O)NC(C)C=2N(N=CN2)C2=NC=C(C=N2)OC(F)F)C=C(C1)C(F)(F)F)(F)F 3-[cyclopropyl(difluoro)methyl]-N-[1-[2-[5-(difluoromethoxy)pyrimidin-2-yl]-1,2,4-triazol-3-yl]ethyl]-5-(trifluoromethyl)benzamide